methyl 2-(3-{6-[3-(2-hydroxyphenyl)-5-methyl-6-oxopyrido[3,2-c]pyridazin-7-yl]-2,6-diazaspiro[3.3]heptan-2-yl}-1,2-oxazol-5-yl)-3-methylbutanoate OC1=C(C=CC=C1)C1=CC2=C(N=N1)C=C(C(N2C)=O)N2CC1(CN(C1)C1=NOC(=C1)C(C(=O)OC)C(C)C)C2